[1,3,2]Dioxaphosphepin O1POC=CC=C1